CC(=CCCC=1C2C3=C(C4=CC=CC=C4C(=C3C(C1)C2)OC)OC(C=C)=O)C 2-(4-methyl-3-pentenyl)-9-acryloyloxy-10-methoxy-1,4-dihydro-1,4-methanoanthracene